N1=C(C=C2N1CCCNC2)N 5,6,7,8-tetrahydro-4H-pyrazolo[1,5-a][1,4]diazepin-2-amine